ICCCC1=CC(=CC(=C1)CCCI)CCCI 1,3,5-tris(3-iodopropyl)benzene